9a-(3-Hydroxypropyl)-2-(2-((1-(methylsulfonyl)piperidin-4-yl)amino)-5-(trifluoromethyl)pyrimidin-4-yl)-7,8,9,9a-tetrahydrothieno[2,3-a]indolizin-4(6H)-one OCCCC12CCCCN2C(C2=C1SC(=C2)C2=NC(=NC=C2C(F)(F)F)NC2CCN(CC2)S(=O)(=O)C)=O